COC1=CC=C(C=C1)C(OC[C@@H]1[C@H]([C@H]([C@@H](O1)N1C(N=C(C=C1)NC(C)=O)=O)OCCCCCCCCCCCCCCCC)OP(=O)(ON(C(C)C)C(C)C)OOCCC#N)(C1=CC=CC=C1)C1=CC=C(C=C1)OC N-[1-[(2R,3R,4R,5R)-5-[[bis(4-methoxyphenyl)-phenyl-methoxy]methyl]-4-[2-cyanoethoxy-(diisopropylamino)phosphono]oxy-3-hexadecyloxy-tetrahydrofuran-2-yl]-2-oxo-pyrimidin-4-yl]acetamide